ClC1=CC=C(CNC(=O)C2=NN(C=3C(N(CCC32)CC3(CC3)S(=O)(=O)C(C)([C@@H](CO)O)C)=O)C)C=C1 (R)-N-(4-Chlorobenzyl)-6-((1-((3,4-dihydroxy-2-methyl-butan-2-yl)sulfonyl)cyclopropyl)methyl)-1-methyl-7-oxo-4,5,6,7-tetrahydro-1H-pyrazolo[3,4-c]pyridine-3-carboxamide